tert-butyl (R)-(1-(2-((6-((tert-butoxycarbonyl)amino)-9H-purin-9-yl)methyl)-5-chloro-3-vinylphenyl)-3-(cyclopropylcarbamoyl)pyrrolidin-3-yl)carbamate C(C)(C)(C)OC(=O)NC1=C2N=CN(C2=NC=N1)CC1=C(C=C(C=C1C=C)Cl)N1C[C@](CC1)(C(NC1CC1)=O)NC(OC(C)(C)C)=O